C1(CC1)C1=NC=NC(=C1C1=CC=C(C=C1)C1=NC(=NO1)C1=CC=C(C=C1)C=1N(C=C(N1)C(F)(F)F)C)OC 5-(4-(4-cyclopropyl-6-methoxypyrimidin-5-yl)phenyl)-3-(4-(1-methyl-4-(trifluoromethyl)-1H-imidazol-2-yl)phenyl)-1,2,4-oxadiazole